8-(3,4-dimethoxyphenyl)-2,7-dimethyl-N-[(1,3-oxazol-5-yl)methyl]pyrazolo[1,5-a][1,3,5]triazin-4-amine COC=1C=C(C=CC1OC)C=1C(=NN2C1N=C(N=C2NCC2=CN=CO2)C)C